3,4-diphenyl-1-(pyridin-3-yl)-1H-pyrrole-2,5-dione C1(=CC=CC=C1)C=1C(N(C(C1C1=CC=CC=C1)=O)C=1C=NC=CC1)=O